CN1N=NC=2N(C1=O)C=NC2C(=O)O 3,4-dihydro-3-methyl-4-oxoimidazo[5,1-d]1,2,3,5-tetrazine-8-carboxylic acid